(3-chloro-4-fluorophenyl)(5-iodo-4-methyl-1-((2-(trimethylsilyl)ethoxy)methyl)-1H-imidazol-2-yl)methanol ClC=1C=C(C=CC1F)C(O)C=1N(C(=C(N1)C)I)COCC[Si](C)(C)C